2-chloro(bromo)-5-tert-butyl-1,3-dinitrobenzene ClC1=C(C=C(C(=C1[N+](=O)[O-])Br)C(C)(C)C)[N+](=O)[O-]